C1(CCCC1)C[C@H]1NC(N(C1=O)C1CC2(CC(C2)OC2=NC=CC=C2C(=O)N)C1)=O [((R)-6-[4-(cyclopentylmethyl)-2,5-dioxoimidazolidin-1-yl]spiro[3.3]heptan-2-yl)oxy]pyridine-3-carboxamide